C(C)=C1C2C3C4C=CC(C3C(C1C)C2)C4 8-ethylidene-9-methyltetracyclo[4.4.0.12,5.17,10]-3-dodecene